CN1CC(OB(OC(C1)=O)C(\C=C\CCCC)NS(=O)(=O)C1=CC=C(C=C1)[N+](=O)[O-])=O (E)-N-(1-(6-methyl-4,8-dioxo-1,3,6,2-dioxazaborocan-2-yl)hept-2-en-1-yl)-4-nitrobenzenesulfonamide